6-(3-(2-((S)-2-phenylpropoxy)acetyl)-3,8-diazabicyclo[3.2.1]octan-8-yl)nicotinonitrile C1(=CC=CC=C1)[C@@H](COCC(=O)N1CC2CCC(C1)N2C2=NC=C(C#N)C=C2)C